indazol-6(7H)-one hydrochloride Cl.N1N=CC=2C=CC(CC12)=O